tert-butyl N-tert-butoxycarbonyl-N-[(2R,3S)-4-chloro-2,3-dihydroxy-butyl]carbamate C(C)(C)(C)OC(=O)N(C(OC(C)(C)C)=O)C[C@H]([C@@H](CCl)O)O